BrC1=CC=NC2=C(C=C(C=C12)OC)CN1C[C@H]2COCCN2CC1 (S)-8-((4-bromO-6-methoxyquinolin-8-yl)methyl)octahydropyrazino[2,1-c][1,4]oxazine